5-Bromo-N-(2-hydroxy-2-methylpropyl)pyridineamide BrC=1C=CC(=NC1)C(=O)NCC(C)(C)O